({6-[(1,3-benzothiazol-2-yl)amino]-5-methyl-4-[3-(4-methylpiperazin-1-yl)propyl]Pyridazin-3-yl}amino)-1,3-thiazole-4-carboxylic acid S1C(=NC2=C1C=CC=C2)NC2=C(C(=C(N=N2)NC=2SC=C(N2)C(=O)O)CCCN2CCN(CC2)C)C